OC[C@H]1CN(CCN1)C=1N=CC2=C(N1)CCN(C2)C(=O)OCCCC butyl 2-[(3R)-3-(hydroxymethyl)piperazin-1-yl]-5H,6H,7H,8H-pyrido[4,3-d]pyrimidine-6-carboxylate